C(C)OC[C@@]1(CN(CC1)CC=1C=NC=CC1)CCC1=CC=C(C=C1)C (S)-3-((3-(ethoxymethyl)-3-(4-methyl-phenethyl)pyrrolidin-1-yl)methyl)pyridine